COC=1N=C2C(=CC=NC2=CC1OC)OC1=C(C=C(C=C1)NC(=O)C1=NC=CN(C1=O)C1=CC=C(C=C1)F)F N-[4-[(6,7-Dimethoxy-1,5-naphthyridin-4-yl)oxy]-3-fluorophenyl]-4-(4-fluorophenyl)-3-oxopyrazine-2-carboxamide